COC(=O)C1=CNC=C(C1C1=CC=CC=C1)C(=O)O 4-phenyl-1,4-dihydropyridine-3,5-dicarboxylic acid methyl ester